FC1=NC=CC(=C1)C#CC=1N=C(N(C1C)C=1C=NC(=CC1)C)C(=O)OC methyl 4-[2-(2-fluoro-4-pyridyl)ethynyl]-5-methyl-1-(6-methyl-3-pyridyl)imidazole-2-carboxylate